4-(2,2-Difluoroethyl)-4-phenylcyclohexan-1-one FC(CC1(CCC(CC1)=O)C1=CC=CC=C1)F